[6-[(2-Aminoacetyl)amino]3-pyridinyl]-1-sulfamoyl-pyrrole-2-carboxylic acid, sodium salt [Na+].NCC(=O)NC1=CC=C(C=N1)C1=C(N(C=C1)S(N)(=O)=O)C(=O)[O-]